tert-butyl N-{2-[(3R,4R)-3,4-diacetamidopyrrolidin-1-yl]ethyl}carbamate C(C)(=O)N[C@@H]1CN(C[C@H]1NC(C)=O)CCNC(OC(C)(C)C)=O